COC1=C(C=CC(=C1)C1=CN=NN1C)NC=1N=CC2=C(N1)C(=NC(=C2)C)N2CCC(CC2)(C#N)C 1-(2-((2-methoxy-4-(1-methyl-1H-1,2,3-triazol-5-yl)phenyl)amino)-6-methylpyrido[3,4-d]pyrimidin-8-yl)-4-methylpiperidine-4-carbonitrile